Lithium 6-methyl-4-((1-methylpiperidin-4-yl)ethynyl)picolinate CC1=CC(=CC(=N1)C(=O)[O-])C#CC1CCN(CC1)C.[Li+]